ClC1=C(N=C(C(=N1)C(=O)OC)F)SC Methyl 6-chloro-3-fluoro-5-methylsulfanyl-pyrazine-2-carboxylate